3-{5-methyl-7-[3-methyl-1-(oxan-2-yl)-1H-pyrazol-5-yl]-4-(1-methyl-1H-pyrazol-5-yl)imidazo[1,5-b]pyridazin-2-yl}-8-oxa-3-azabicyclo[3.2.1]octane CC=1N=C(N2N=C(C=C(C21)C2=CC=NN2C)N2CC1CCC(C2)O1)C1=CC(=NN1C1OCCCC1)C